NCCCC=1C=C(C(=CC1)O)O 4-(3-aminopropyl)-1,2-benzenediol